dimethyl (2-cyclopropyl-2-(3-hydroxyphenyl)ethyl)phosphonate C1(CC1)C(CP(OC)(OC)=O)C1=CC(=CC=C1)O